Cl.CN[C@@H](CCCNC(N)=N)C(=O)O N-Methyl-L-arginine hydrochloride